The molecule is a polyanionic polymer obtained by deprotonation of the phosphate and diphosphate groups of 4-O-({poly[3-N-acetyl-beta-D-glucosaminyl-1-D-ribitylphosphonato]}-di{[2R]-1-glycerylphosphonato})-N-acetyl-beta-D-mannosaminyl-(1->4)-N-acetyl-alpha-D-glucosaminyl ditrans,octacis-undecaprenyl diphosphate; major species at pH 7.3. It is an organophosphate oxoanion and a polyanionic polymer. CC(=CCC/C(=C/CC/C(=C/CC/C(=C\\CC/C(=C\\CC/C(=C\\CC/C(=C\\CC/C(=C\\CC/C(=C\\CC/C(=C\\CC/C(=C\\COP(=O)([O-])OP(=O)([O-])O[C@@H]1[C@@H]([C@H]([C@@H]([C@H](O1)CO)O[C@H]2[C@@H]([C@H]([C@@H]([C@H](O2)CO)OP(=O)([O-])OC[C@@H](COP(=O)([O-])OC[C@@H](COP(=O)([O-])OC[C@H]([C@H]([C@H](CO)O)O[C@H]3[C@@H]([C@H]([C@@H]([C@H](O3)CO)O)O)NC(=O)C)O)O)O)O)NC(=O)C)O)NC(=O)C)/C)/C)/C)/C)/C)/C)/C)/C)/C)/C)C